3-((1R)-2-phenylcyclopropyl)-1-(tetrahydro-2H-pyran-2-yl)-1H-indazol-5-amine C1(=CC=CC=C1)C1[C@@H](C1)C1=NN(C2=CC=C(C=C12)N)C1OCCCC1